N-(4-(4-(2-Hydroxyethyl)piperazin-1-yl)phenyl)-4-((4-methoxycyclohexyl)amino)-2-oxo-1,2-dihydropyridine-3-carboxamide OCCN1CCN(CC1)C1=CC=C(C=C1)NC(=O)C=1C(NC=CC1NC1CCC(CC1)OC)=O